C(#N)C=1C=NN2C1C(=CC(=C2)OCC(C)(C)O)C=2CCN(CC2)C(=O)NCC=2C=NC(=CC2)N2N=CC(=C2)F 4-(3-cyano-6-(2-hydroxy-2-methylpropyloxy)pyrazolo[1,5-a]pyridin-4-yl)-N-((6-(4-fluoro-1H-pyrazol-1-yl)pyridin-3-yl)methyl)-3,6-dihydropyridine-1(2H)-carboxamide